N1-((S)-5-methyl-7-(3-morpholinoprop-1-yn-1-yl)-4-oxo-2,3,4,5-tetrahydrobenzo[b][1,4]oxazepin-3-yl)-N2-((R)-2-phenyl-propyl)oxalamide CN1C2=C(OC[C@@H](C1=O)NC(C(=O)NC[C@H](C)C1=CC=CC=C1)=O)C=CC(=C2)C#CCN2CCOCC2